(R)-2-((tert-Butyldimethylsilyl)oxy)-3-(4-(methoxy(methyl)carbamoyl)-phenoxy)propanoic acid tert-butyl ester C(C)(C)(C)OC([C@@H](COC1=CC=C(C=C1)C(N(C)OC)=O)O[Si](C)(C)C(C)(C)C)=O